C(C)(C)(C)OC(=O)N(CCC(=O)NCCCNC1=C2C=NN(C2=CC(=C1)B(O)O)C1OCCCC1)CC1=CC(=C(C=C1)C1=CC=CC=C1)Cl (4-((3-(3-((tert-butoxycarbonyl)((2-chloro-[1,1'-biphenyl]-4-yl)methyl)amino)propanamido)propyl)amino)-1-(tetrahydro-2H-pyran-2-yl)-1H-indazol-6-yl)boronic acid